(4Z,7Z,10Z,13Z,16Z,19Z)-docosa-4,7,10,13,16,19-hexaenoic acid (S)-1-(tert-butylamino-methyl)-2-(4-morpholin-4-yl-[1,2,5]thiadiazol-3-yloxy)-ethyl ester C(C)(C)(C)NC[C@@H](COC1=NSN=C1N1CCOCC1)OC(CC\C=C/C\C=C/C\C=C/C\C=C/C\C=C/C\C=C/CC)=O